1-vinyl-2,4-dimethylimidazolium tetraphenylborate C1(=CC=CC=C1)[B-](C1=CC=CC=C1)(C1=CC=CC=C1)C1=CC=CC=C1.C(=C)N1C(=[NH+]C(=C1)C)C